benzo[d][1,3]dioxole-4-carbaldehyde O1COC2=C1C=CC=C2C=O